(1r,3r)-5'-Chloro-3-(trifluoromethyl)-1',2'-dihydrospiro[cyclobutane-1,3'-pyrrolo[2,3-b]pyridin]-3-ol ClC=1C=C2C(=NC1)NCC21CC(C1)(O)C(F)(F)F